CN1N=CC=2C1=NC=C(C2)C2=CC=C1C(=N2)SC(=C1)C(O)C1CCOCC1 (6-(1-methyl-1H-pyrazolo[3,4-b]pyridin-5-yl)thieno[2,3-b]pyridin-2-yl)(tetrahydro-2H-pyran-4-yl)methanol